NC(C1=CC=CC=C1)=C(C(=O)[O-])C(=O)[O-] aminobenzylidenemalonate